exo-5-Cyano-1a,6b-dihydro-1H-cyclopropa[b][1]benzofuran-1-carboxylic acid C(#N)C=1C=CC2=C(C3C(O2)C3C(=O)O)C1